(2,4,4-trimethylpentyl)phosphine oxide CC(C[PH2]=O)CC(C)(C)C